Ethyl 6-(3-chloro-4-methylphenyl)-3-methyl-4-oxo-4,5-dihydropyrazolo[1,5-a]pyrazine-2-carboxylate ClC=1C=C(C=CC1C)C=1NC(C=2N(C1)N=C(C2C)C(=O)OCC)=O